FC1=C2CN(C(C2=CC=C1CN1CCC(CC1)N1CCN(CC1)C1=NC(=CC=C1)C1=CN=C2N1N=C(C=C2)N2[C@H](CCC2)C2=CC(=CC=C2)F)=O)C2CNCCC2 3-(4-fluoro-5-((4-(4-(6-(6-((R)-2-(3-fluorophenyl)pyrrolidin-1-yl)imidazo[1,2-b]pyridazin-3-yl)pyridin-2-yl)piperazin-1-yl)piperidin-1-yl)methyl)-1-oxoisoindoline-2-yl)piperidin